CC1(OB(OC1(C)C)[C@@H]1[C@H](C1)C=1C=CC(=NC1)OC(F)(F)F)C 5-((1S,2S)-2-(4,4,5,5-tetramethyl-1,3,2-dioxaborolan-2-yl)cyclopropyl)-2-(trifluoromethoxy)pyridine